ICCCCCCCCC1C(=O)NC(C1)=O iodooctylsuccinimide